N1C(C(=C(C2=CC=CC=C12)CC(C(=O)O)=C)CC(C(=O)O)=C)=O.COC=1C=C(C=CC1)CCCCCCCNC(CC)=O N-[7-(3-methoxyphenyl)heptyl]propanamide quinolonedimethacrylate